CC1(CC2=CC=C(C(=C2C1)C)C)C(C)=O 1-(2,4,5-trimethyl-2,3-dihydro-1H-inden-2-yl)ethanone